C1(CCCCC1)N(P(C1=CC(=CC=C1)[Si](CCCC)(CCCC)CCCC)C1=C(C=CC=C1)OC)P(C1=CC(=CC=C1)[Si](CCCC)(CCCC)CCCC)C1=C(C=CC=C1)OC N-cyclohexyl-1-(2-methoxyphenyl)-N-((2-methoxyphenyl)(3-(tributylsilyl)phenyl)phosphaneyl)-1-(3-(tributylsilyl)phenyl)phosphanamine